C=C(C)N1C(NC2=C1C=CC=C2)=O 1-(prop-1-en-2-yl)-1,3-dihydro-2H-benzo[d]imidazol-2-one